ethyl 2-(7-bromobenzo[d]isoxazol-3-yl)acetate BrC1=CC=CC=2C(=NOC21)CC(=O)OCC